2,4-ditertbutyl-phenol C(C)(C)(C)C1=C(C=CC(=C1)C(C)(C)C)O